C=C\C=C/C cis-trans-piperylene